ClC1=CC=C(C(=O)C=2C=C(NC2)C(=O)OC)C=C1 methyl 4-(4-chlorobenzoyl)-1H-pyrrole-2-carboxylate